2-(7-((2-butyl-4-oxo-1,3-diazaspiro[4.4]non-1-en-3-yl)methyl)-1,3-dihydroisobenzofuran-4-yl)-N-(3-methoxy-5-methylpyrazin-2-yl)benzenesulfonamide C(CCC)C1=NC2(C(N1CC=1C=CC(=C3COCC13)C1=C(C=CC=C1)S(=O)(=O)NC1=NC=C(N=C1OC)C)=O)CCCC2